(±)-[1-benzyl-3-[(4,5-dichloro-1-methyl-indole-2-carbonyl)amino]-3-piperidyl]benzoate C(C1=CC=CC=C1)N1C[C@](CCC1)(NC(=O)C=1N(C2=CC=C(C(=C2C1)Cl)Cl)C)OC(C1=CC=CC=C1)=O |r|